OC1(CCOCC1)C1=CC=C(C=C1)C(=O)N1CCC(CC1)OC1=CC=C(C=C1)C(F)(F)F (4-(4-hydroxytetrahydro-2H-pyran-4-yl)phenyl)(4-(4-(trifluoromethyl)phenoxy)piperidin-1-yl)methanone